C(C)(C)OC=1C=C2C(=NN(C2=CC1)COCC[Si](C)(C)C)C1=CC(=NC=C1)N1C[C@@H](NCC1)C 2-[[5-isopropoxy-3-[2-[(3S)-3-methylpiperazin-1-yl]-4-pyridyl]indazol-1-yl]methoxy]ethyl-trimethyl-silane